C1=CC=CC=2C=CC=3CC=4C=CC=CC4C3C21 benzo[c]fluoren